6-(3,5-difluoroanilino)-3-methoxy-pyridine-2-carboxamide FC=1C=C(NC2=CC=C(C(=N2)C(=O)N)OC)C=C(C1)F